2-[5-(4-fluorophenyl)-3-isopropyl-imidazol-4-yl]-N-[2-fluoro-4-[4-(trideuteriomethyl)piperazin-1-yl]phenyl]-1H-imidazole-4-carboxamide FC1=CC=C(C=C1)C1=C(N(C=N1)C(C)C)C=1NC=C(N1)C(=O)NC1=C(C=C(C=C1)N1CCN(CC1)C([2H])([2H])[2H])F